C1(CC1)C=1C(=NN2C1C(NC(=C2)C2=C(C=C(C(=C2)Cl)Cl)F)=O)C(=O)O 3-Cyclopropyl-6-(4,5-dichloro-2-fluorophenyl)-4-oxo-4,5-dihydropyrazolo[1,5-a]pyrazine-2-carboxylic acid